Ethyl 2-(2-((2'-fluoro-2-methyl-[1,1'-biphenyl]-3-yl)methoxy)-7,8-dihydro-1,6-naphthyridin-6(5H)-yl)acetate FC1=C(C=CC=C1)C1=C(C(=CC=C1)COC1=NC=2CCN(CC2C=C1)CC(=O)OCC)C